2,3-dimercaptopropane sodium [Na].SC(C)CS